C(#N)CC1=C(C=NN1C)S(=O)(=O)Cl 5-(cyanomethyl)-1-methyl-1H-pyrazole-4-sulfonyl chloride